8-(2-(1-adamantyl)-2-butoxycarbonylmethyloxycarbonyl)-tetracyclo[4.4.0.12,5.17,10]-3-dodecene C12(CC3CC(CC(C1)C3)C2)C(C)(CC)OC(=O)COC(=O)C2C3C1C4C=CC(C1C(C2)C3)C4